5-(3-cyano-1H-indole-5-yl)pyrazine-2-carboxylic acid methyl ester COC(=O)C1=NC=C(N=C1)C=1C=C2C(=CNC2=CC1)C#N